(S)-1-(3-chloro-4-methoxyphenyl)ethan-1-amine ClC=1C=C(C=CC1OC)[C@H](C)N